(1S,3R)-3-(3-{[(1-methyl-1H-pyrazol-5-yl)carbonyl]amino}-1H-pyrazol-5-yl)cyclopentyl propyl-carbamate C(CC)NC(O[C@@H]1C[C@@H](CC1)C1=CC(=NN1)NC(=O)C1=CC=NN1C)=O